(+-)-cis-N-[8-amino-6-(2-hydroxy-4-methyl-3-pyridinyl)-3-isoquinolinyl]-2-fluoro-cyclopropanecarboxamide NC=1C=C(C=C2C=C(N=CC12)NC(=O)[C@H]1[C@H](C1)F)C=1C(=NC=CC1C)O |r|